N[C@@H]1CN(C[C@@H](C1)OC)C(=O)OC(C)(C)C tert-butyl (3S,5R)-3-amino-5-methoxypiperidine-1-carboxylate